O=C1N(CCC(N1)=O)C1=C(C=C(OCC(=O)O)C=C1)F 2-(4-(2,4-dioxotetrahydropyrimidin-1(2H)-yl)-3-fluorophenoxy)acetic acid